NC=1N=NC(=CC1OC1CN(CCC1)C1=CC=C(OCCN2CCN(CC2)C(CCCCCCCCCCCCC(=O)N2CCN(CC2)C2=CC=C(NC3C(NC(CC3)=O)=O)C=C2)=O)C=C1)C1=C(C=CC=C1)O 3-[4-[4-[14-[4-[2-[4-[3-[3-amino-6-(2-hydroxyphenyl)pyridazin-4-yl]oxy-1-piperidyl]phenoxy]ethyl]piperazin-1-yl]-14-oxo-tetradecanoyl]piperazin-1-yl]anilino]piperidine-2,6-dione